COC(=O)C=1C(=C2C(=NC1)SC(=N2)C)[C@H](C)OC (S)-7-(1-methoxyethyl)-2-methylthiazolo[5,4-b]pyridine-6-carboxylic acid methyl ester